octaphenylcyclotetrasiloxane tetrasilicate [Si](O)(O)(O)O.[Si](O)(O)(O)O.[Si](O)(O)(O)O.[Si](O)(O)(O)O.C1(=CC=CC=C1)[Si]1(O[Si](O[Si](O[Si](O1)(C1=CC=CC=C1)C1=CC=CC=C1)(C1=CC=CC=C1)C1=CC=CC=C1)(C1=CC=CC=C1)C1=CC=CC=C1)C1=CC=CC=C1